2,6-diphenylhexamethylcyclotetrasiloxane C1(=CC=CC=C1)[Si]1(O[Si](O[Si](O[Si](O1)(C)C)(C1=CC=CC=C1)C)(C)C)C